(1R,3S,4R,12aS)-7-hydroxy-3-methyl-6,8-dioxo-N-(2,4,6-trifluorobenzyl)-1,2,3,4,6,8,12,12a-octahydro-1,4-methanodipyrido[1,2-a:1',2'-d]pyrazine-9-carboxamide OC=1C(C(=CN2C[C@H]3N(C(C21)=O)[C@H]2[C@H](C[C@@H]3C2)C)C(=O)NCC2=C(C=C(C=C2F)F)F)=O